C(C)(C)N([C@@H](CCC(=O)OCC[Si](C)(C)C)C(=O)[O-])C 5-(2-(trimethylsilyl) ethyl) N-isopropyl-N-methyl-L-glutamate